CN1CCC(CC1)(C(=O)[O-])C1=CC=CC=C1 1-methyl-4-phenylpiperidine-4-carboxylate